C(C=C)(=O)OCC[Se][Se]CCOC(C=C)=O diselanediylbis(ethane-2,1-diyl) diacrylate